C(C)(C)[C@@H]1N(CC2=CC=CC=C2C1)C(=O)C=1C=C2CNC(C2=CC1)=O 5-((R)-3-isopropyl-1,2,3,4-tetrahydroisoquinoline-2-carbonyl)-1-oxoisoindolin